C1(=CC=CC=C1)SC[C@@H](CCN1CCC2(CN(C2)C(=O)OC(C)(C)C)CC1)NC1=C(C=C(C=C1)S(N)(=O)=O)S(=O)(=O)C(F)(F)F Tert-butyl (R)-7-(4-(phenylthio)-3-((4-sulfamoyl-2-((trifluoromethyl)sulfonyl)phenyl)amino)butyl)-2,7-diazaspiro[3.5]nonane-2-carboxylate